5-(trifluoromethyl)thiazole FC(C1=CN=CS1)(F)F